OC1=C(C=C(C=C1)C)C1=CC=CC=2NN=NC21 (2'-hydroxy-5'-methylphenyl)-benzotriazole